FC1=C(C(=C2C=CNC2=C1C)CN1N=C2N=C(C=CC2=C1)C#N)OC 2-((6-fluoro-5-methoxy-7-methyl-1H-indol-4-yl)methyl)-2H-pyrazolo-[3,4-b]pyridine-6-carbonitrile